CS(=NC(OC(C)(C)C)=O)(C1=C2CCCNC2=CC=C1)=O tert-butyl N-[methyl (oxo) (1,2,3,4-tetrahydroquinolin-5-yl)-λ6-sulfanylidene]carbamate